2-(tert-Butyl)-4-(4-chlorophenyl)-5-(propan-2-ylidene)-5H-benzo[d][1,3]diazepine C(C)(C)(C)C=1N=C(C(C2=C(N1)C=CC=C2)=C(C)C)C2=CC=C(C=C2)Cl